diisopropyl-octyl-silane C(C)(C)[SiH](CCCCCCCC)C(C)C